benzyldiethyl-((2,6-xylylcarbamoyl)methyl)ammonium benzoate C(C1=CC=CC=C1)(=O)[O-].C(C1=CC=CC=C1)[N+](CC(NC1=C(C=CC=C1C)C)=O)(CC)CC